N1(CCC1)C1CCN(CC1)C1=C(C=C(C(=C1)OC)NC1=NC=NC(=C1)N1OCC[C@@H]1C=1C=C(C=CC1)C1=CC(=CC=C1)F)NC(C=C)=O (R)-N-(2-(4-(azetidin-1-yl)piperidin-1-yl)-5-((6-(3-(3'-fluoro-[1,1'-biphenyl]-3-yl)isoxazolidin-2-yl)pyrimidin-4-yl)amino)-4-methoxyphenyl)acrylamide